C(C)(C)(C)OC(=O)N(CC1CCC1)CC=1N(C2=CC(=CC=C2C1)CNC(C1=CN=CC(=C1)N(C)C)=O)C(=O)OC(C)(C)C Tert-butyl 2-(((tert-butoxycarbonyl)(cyclobutylmethyl)amino)methyl)-6-((5-(dimethylamino)nicotinamido)methyl)-1H-indole-1-carboxylate